[Ni].[Co].[Fe].[Cr].FC1(CN(CC1)C(=O)[C@H]1NC[C@H](C1)N1CCN(CC1)C1=NC=CC=N1)F (3,3-difluoropyrrolidin-1-yl)-((2s,4s)-4-(4-(pyrimidin-2-yl)piperazin-1-yl)pyrrolidin-2-yl)methanone chromium-iron-cobalt-nickel